4,4,5,5-tetramethyl-2-(2-methyl-1,2,3,4-tetrahydro-6-isoquinolyl)-1,3,2-dioxaborolane CC1(OB(OC1(C)C)C=1C=C2CCN(CC2=CC1)C)C